F[C@H]1CC2=C(C=3CCCC3C(=C2C1)NC(=O)NS(=O)(=NC(C1=CC=CC=C1)(C1=CC=CC=C1)C1=CC=CC=C1)C=1C=NN2C1OCC(C2)OC)F N-(((R)-2,8-difluoro-1,2,3,5,6,7-hexahydro-s-indacen-4-yl)carbamoyl)-6-methoxy-N'-trityl-6,7-dihydro-5H-pyrazolo[5,1-b][1,3]oxazine-3-sulfonimidamide